4,4'-(perfluorocyclopent-1-ene-1,2-diyl)bis(5-methylthiophene-2-formaldehyde) FC1(C(=C(C(C1(F)F)(F)F)C=1C=C(SC1C)C=O)C=1C=C(SC1C)C=O)F